FC(C)(F)C=1C=C(C=2N(C1)C(=CN2)C(C)C)NC2CCN(CC2)C[C@H]2CN(CCO2)C(C=C)=O 1-[(2S)-2-[[4-[[6-(1,1-difluoroethyl)-3-isopropyl-imidazo[1,2-a]pyridin-8-yl]amino]-1-piperidyl]methyl]morpholin-4-yl]prop-2-en-1-one